2-(cyclopropylmethoxy)ethane-1-amine C1(CC1)COCCN